2-chloro-2-fluoro-acetamide ClC(C(=O)N)F